(R)-2-methyl-1-(2-(1-(2-(4-methylpyrimidin-5-yl)-2-azaspiro[3.4]oct-6-yl)piperidin-4-yl)phenoxy)propan-2-ol formate salt C(=O)O.CC(COC1=C(C=CC=C1)C1CCN(CC1)[C@H]1CC2(CN(C2)C=2C(=NC=NC2)C)CC1)(C)O